4-[2-chloro-4-[[5-[2,3-difluoro-4-(5-methyl-1H-pyrazol-4-yl)phenyl]-1-methyl-imidazole-2-carbonyl]amino]benzoyl]piperazine-1-carboxylic acid tert-butyl ester C(C)(C)(C)OC(=O)N1CCN(CC1)C(C1=C(C=C(C=C1)NC(=O)C=1N(C(=CN1)C1=C(C(=C(C=C1)C=1C=NNC1C)F)F)C)Cl)=O